(Pyrrolidine-1-sulfonyl)piperazine N1(CCCC1)S(=O)(=O)N1CCNCC1